2-({4-[N-(4-Fluorobicyclo[4.2.0]octa-1,3,5-trien-7-yl)-N'-hydroxycarbamimidoyl]-1,2,5-oxadiazol-3-yl}oxy)-N-(2-hydroxy-2-methylpropyl)acetamid FC1=CC=C2CC(C2=C1)NC(=NO)C=1C(=NON1)OCC(=O)NCC(C)(C)O